C(#N)C=1C=C(C=NC1)C=1C=C2C=NC=NC2=CC1 6-(5-cyanopyridin-3-yl)quinazolin